BrC=1C=2N(C=CC1)C(=C(N2)I)C2CC2 8-bromo-3-cyclopropyl-2-iodoimidazo[1,2-a]pyridine